4-(2-(4,4,5,5-tetramethyl-1,3,2-dioxaborolan-2-yl)-ethyl)cyclohexane-1-carboxylate CC1(OB(OC1(C)C)CCC1CCC(CC1)C(=O)[O-])C